tert-butyl 4-(3-cyclopropyl-4-((4-(4-(methylsulfonyl)thiophen-2-yl)-5-(trifluoromethyl)pyrimidin-2-yl)amino)-1H-pyrazol-1-yl)piperidine-1-carboxylate C1(CC1)C1=NN(C=C1NC1=NC=C(C(=N1)C=1SC=C(C1)S(=O)(=O)C)C(F)(F)F)C1CCN(CC1)C(=O)OC(C)(C)C